FCC1(COC1)NS(=O)(=O)C1=CC(=C2C=NN(C2=C1)COCC[Si](C)(C)C)N1CCN(CC1)C(C(C)C)=O N-[3-(fluoromethyl)oxetan-3-yl]-4-[4-(2-methylpropanoyl)piperazin-1-yl]-1-{[2-(trimethylsilyl)ethoxy]methyl}indazole-6-sulfonamide